4-methyl-2-(2-methyl-3-(naphthalen-2-yl)acrylamido)thiophene-3-carboxylic acid CC=1C(=C(SC1)NC(C(=CC1=CC2=CC=CC=C2C=C1)C)=O)C(=O)O